1-((3R,4S)-4-((5-(1-(1,3-difluoropropan-2-yl)-1H-benzo[d][1,2,3]triazol-6-yl)-4-methoxypyrrolo[2,1-f][1,2,4]triazin-2-yl)amino)-3-fluoropiperidin-1-yl)ethan-1-one-2,2,2-d3 FCC(CF)N1N=NC2=C1C=C(C=C2)C=2C=CN1N=C(N=C(C12)OC)N[C@@H]1[C@@H](CN(CC1)C(C([2H])([2H])[2H])=O)F